NC(CNC(=O)C=1C=NN2C1N=C(C=C2)N2[C@H](CCC2)C2=C(C=CC(=C2)F)F)(C)C (R)-N-(2-amino-2-methylpropyl)-5-(2-(2,5-difluorophenyl)pyrrolidin-1-yl)pyrazolo[1,5-a]pyrimidine-3-carboxamide